(S)-Pyrrolidin-3-ylmethanol hydrochloride Cl.N1C[C@H](CC1)CO